dipotassium (4-methoxycarbonylphenyl) phosphonate P(OC1=CC=C(C=C1)C(=O)OC)([O-])=O.[K+].[K+].COC(=O)C1=CC=C(C=C1)OP([O-])=O